8-(4-{4-[(4R)-4-amino-3,3-dimethylpyrrolidin-1-yl]butyl}piperidin-1-yl)-9-ethyl-6,6-dimethyl-11-oxo-5H,6H,11H-benzo[b]carbazole-3-carbonitrile N[C@@H]1C(CN(C1)CCCCC1CCN(CC1)C=1C(=CC2=C(C(C=3NC4=CC(=CC=C4C3C2=O)C#N)(C)C)C1)CC)(C)C